C(C)(C)(C)OC(=O)NCCN1N=C(C(=C1C)C(=O)O)C 1-(2-{[(tert-butoxy)carbonyl]amino}ethyl)-3,5-dimethyl-1H-pyrazole-4-carboxylic acid